tert-butyl 2-(5-((2-aminophenyl)carbamoyl)-6-oxo-2-phenylpyrimidin-1(6H)-yl)acetate NC1=C(C=CC=C1)NC(=O)C1=CN=C(N(C1=O)CC(=O)OC(C)(C)C)C1=CC=CC=C1